2',3',4'-trimethoxy-[1,1'-biphenyl]-4-carboxylic acid COC1=C(C=CC(=C1OC)OC)C1=CC=C(C=C1)C(=O)O